(3-chloropyridinyl)palladium (II) dichloride ClC=1C(=NC=CC1)[Pd-](Cl)Cl